N1N=CC=C1C1=NC2=C(N1)C=CC=C2 2-(1H-pyrazol-5-yl)-1H-benzo[d]imidazole